ClC=1C(=CC(=C(C1)N\N=C(\C(=O)OCC)/C)F)F ethyl (2E)-2-[2-(5-chloro-2,4-difluorophenyl)hydrazin-1-ylidene]propanoate